5-[(1-benzylazetidin-3-yl)methyl]-1H-benzo[cd]indol-2-one C(C1=CC=CC=C1)N1CC(C1)CC=1C=CC=2C(NC3=CC=CC1C23)=O